((6-hydroxy-5'-methyl-2'-(prop-1-en-2-yl)-4-propyl-1',2',3',4'-tetrahydro-[1,1'-biphenyl]-2-yl)oxy)methyl pivalate C(C(C)(C)C)(=O)OCOC1=C(C(=CC(=C1)CCC)O)C1C(CCC(=C1)C)C(=C)C